N'-(5-CHLORO-2-FORMYL-1H-INDOL-3-YL)-N,N-DIMETHYLIMIDOFORMAMIDE ClC=1C=C2C(=C(NC2=CC1)C=O)N=CN(C)C